(S)-3-(5-(4-((1-(4-((1S,2S)-6-hydroxy-2-phenyl-1,2,3,4-tetrahydronaphthalen-1-yl)-3-methoxyphenyl)piperidin-4-yl)methyl)piperazin-1-yl)-1-oxoisoindolin-2-yl)piperidine-2,6-dione OC=1C=C2CC[C@@H]([C@@H](C2=CC1)C1=C(C=C(C=C1)N1CCC(CC1)CN1CCN(CC1)C=1C=C2CN(C(C2=CC1)=O)[C@@H]1C(NC(CC1)=O)=O)OC)C1=CC=CC=C1